ClC1=CC=C(COC2=CC(=NC3=CC=CC=C23)C(=O)NCC2=CC=C(C=C2)/C=C/C(=O)OC)C=C1 Methyl (E)-3-(4-((4-((4-chlorobenzyl)oxy)quinoline-2-carboxamido)methyl)phenyl)acrylate